N[C@H](C)C=1C(=NC=CC1)N(CC1=CC=C(C=C1)OC)CC1=CC=C(C=C1)OC 3-[(1R)-1-aminoethyl]-N,N-bis[(4-methoxyphenyl)methyl]pyridin-2-amine